5-amino-N-(4-(3-chloro-4-fluorophenyl)-5-cyanothiazol-2-yl)-3-methylpyridine-2-sulfonamide NC=1C=C(C(=NC1)S(=O)(=O)NC=1SC(=C(N1)C1=CC(=C(C=C1)F)Cl)C#N)C